11-[(6-bromo-2-naphthyl)oxy]undecan-1-ol BrC=1C=C2C=CC(=CC2=CC1)OCCCCCCCCCCCO